2-(Acetyl-methyl-amino)-N-[(3-fluorophenyl)-methyl]-4-methyl-6-morpholin-4-yl-pyridine-3-carboxylic acid amide C(C)(=O)N(C1=NC(=CC(=C1C(=O)NCC1=CC(=CC=C1)F)C)N1CCOCC1)C